ClC1=C(C=C(C=C1)C1=CC=C(C=C1)C1=C(C(=NC(=C1C#N)C1=CC=CC2=CC=CC=C12)C1=CC=CC2=CC=CC=C12)C#N)C1=NC(=NC(=C1)C1=CC=C(C=C1)C1=NC=CC=C1)C1=CC=CC=C1 4-(4'-chloro-3'-(2-phenyl-6-(4-(pyridin-2-yl)phenyl)pyrimidin-4-yl)-[1,1'-biphenyl]-4-yl)-2,6-di(naphthalen-1-yl)pyridine-3,5-dicarbonitrile